1-(2-(3,6-dihydro-2H-pyran-4-yl)-5-nitrophenyl)-N,N-dimethylamine O1CCC(=CC1)C1=C(C=C(C=C1)[N+](=O)[O-])CNC